1-(2-chloro-4-(3-hydroxy-5'-(1-isopropyl-1,7-diazaspiro[4.4]nonan-7-yl)-6-methyl-6'-(methylamino)-[2,3'-bipyridin]-4-yl)phenyl)-3-methyl-1H-imidazol-2(3H)-one ClC1=C(C=CC(=C1)C1=C(C(=NC(=C1)C)C=1C=NC(=C(C1)N1CC2(CCCN2C(C)C)CC1)NC)O)N1C(N(C=C1)C)=O